2-(3-(1-phenyl-2,3-dihydro-1H-benzo[d]pyrrolo[1,2-a]imidazol-7-yl)phenyl)acetonitrile C1(=CC=CC=C1)C1CCC=2N1C1=C(N2)C=CC(=C1)C=1C=C(C=CC1)CC#N